1'-(4-Bromophenyl)-6'-methoxy-3',4'-dihydro-1'H-spiro[cyclobutane-1,2'-naphthalene]-1'-ol BrC1=CC=C(C=C1)C1(C2(CCC3=CC(=CC=C13)OC)CCC2)O